2-hydroxy-5-(1,1':4',1''-terphenyl-3-yl)benzonitrile OC1=C(C#N)C=C(C=C1)C=1C=C(C=CC1)C1=CC=C(C=C1)C1=CC=CC=C1